(R)-4-fluoro-1-((S)-4-(3-fluoroazetidin-1-yl)-2,2-dimethylpyrrolidin-1-yl)-3-(2-fluorophenyl)-6,6a,7,8,9,10-hexahydro-12H-pyrazino[2,1-c]pyrido[3,4-f][1,4]oxazepin-12-one FC1=C(N=C(C=2C(N3[C@@H](COC21)CNCC3)=O)N3C(C[C@@H](C3)N3CC(C3)F)(C)C)C3=C(C=CC=C3)F